tert-butyl (2-(4,4-difluoropiperidin-1-yl)-1-methyl-1H-benzo[d]imidazol-7-yl)carbamate FC1(CCN(CC1)C1=NC2=C(N1C)C(=CC=C2)NC(OC(C)(C)C)=O)F